[C@H](C)(CC)N1C(N(C2(CC2)C1=O)CC=1SC(=NN1)C1=NC(=C(C=C1)F)O)=O (S)-6-(sec-butyl)-4-((5-(5-fluoro-6-hydroxypyridin-2-yl)-1,3,4-thiadiazol-2-yl)methyl)-4,6-diazaspiro[2.4]heptane-5,7-dione